2-(hydroxymethylene)-5-(1H-indol-4-yl)cyclohexane-1,3-dione potassium salt [K].OC=C1C(CC(CC1=O)C1=C2C=CNC2=CC=C1)=O